OCC=1C=C(C2=C(NC(C(O2)C(C)C)=O)C1)C=1C2=C(C(N(C1)C)=O)NC=C2 6-(hydroxymethyl)-2-isopropyl-8-(6-methyl-7-oxo-6,7-dihydro-1H-pyrrolo[2,3-c]pyridin-4-yl)-2H-1,4-benzoxazin-3(4H)-one